Cobalt (II) chloride pentahydrate O.O.O.O.O.[Co](Cl)Cl